4-(3,5-dibromopyrazol-1-yl)-2-(trifluoromethoxy)pyridine BrC1=NN(C(=C1)Br)C1=CC(=NC=C1)OC(F)(F)F